C1(CCC1)NC1=CC=C2C=NC(=NC2=C1)CSC1CCC(CC1)O 7-(cyclobutylamino)-2-((((1R,4R)-4-hydroxycyclohexyl)thio)methyl)quinazolin